N-(cyclopropylsulfonyl)acetamide C1(CC1)S(=O)(=O)NC(C)=O